chlorotetrafluorosulfane ClS(F)(F)(F)F